Cl.FC1=NC(=CC=C1CO)SC1CCNCC1 (2-fluoro-6-(piperidin-4-ylsulfanyl)pyridin-3-yl)methanol Hydrochloride